1-chloro-1,1,3,3,3-pentafluoro-2-methoxypropane ClC(C(C(F)(F)F)OC)(F)F